C(C)(C)C1C(C(C2=CC(=C(C=C12)C(C)=O)C)(C)C)C 1-(3-isopropyl-1,1,2,6-tetramethyl-5-indanyl)ethan-1-one